N-(triazol-3-yl)benzamide N1=NN(C=C1)NC(C1=CC=CC=C1)=O